BrC1=CNC2=C1C=NC=C2C(=O)O 3-bromo-1H-pyrrolo[3,2-c]pyridine-7-carboxylic acid